(E)-4-(3-chloro-2-fluoro-5-(1-(hydroxyimino)ethyl)-6-methoxyphenyl)-N,N-dimethylpyridineamide ClC=1C(=C(C(=C(C1)/C(/C)=N/O)OC)C1=CC(=NC=C1)C(=O)N(C)C)F